C(C)N1N=NC=C1 1-ethyl-1H-1,2,3-triazol